COC(CCCCNC=1C=C2CN(C(C2=CC1)=O)C1C(NC(CC1)=O)=O)=O 5-((2-(2,6-Dioxopiperidin-3-yl)-1-oxoisoindolin-5-yl)amino)pentanoic acid methyl ester